N-(4-((3-methoxypyridin-2-yl)amino)-2-methyl-3-oxo-2,3-dihydro-1H-pyrazolo[3,4-b]pyridin-6-yl)cyclopropanecarboxamide COC=1C(=NC=CC1)NC1=C2C(=NC(=C1)NC(=O)C1CC1)NN(C2=O)C